N-[tris(3-acrylamidopropoxymethyl)-methyl]acrylamide 1-oxyl-2,2,6,6-tetramethylpiperidin-4-yl-heptanoate ON1C(CC(CC1(C)C)OC(CCCCCC)=O)(C)C.C(C=C)(=O)NCCCOCC(NC(C=C)=O)(COCCCNC(C=C)=O)COCCCNC(C=C)=O